(S)-1-((S)-2-amino-4-methylpentyl)pyrrolidine-2-carboxamide N[C@H](CN1[C@@H](CCC1)C(=O)N)CC(C)C